6-(3-phenyl-1H-pyrrol-1-yl)quinoline-4-carboxylic acid C1(=CC=CC=C1)C1=CN(C=C1)C=1C=C2C(=CC=NC2=CC1)C(=O)O